N-((4S,5S)-7-ethyl-4-(4-fluorophenyl)-3-formyl-6-oxo-1-phenyl-4,5,6,7-tetrahydro-1H-pyrazolo[3,4-b]pyridine-5-yl)-3-(trifluoromethyl)benzamide C(C)N1C2=C([C@@H]([C@@H](C1=O)NC(C1=CC(=CC=C1)C(F)(F)F)=O)C1=CC=C(C=C1)F)C(=NN2C2=CC=CC=C2)C=O